2-chloro-N-cyclopropyl-5-[1-[4-(difluoromethoxy)-2-methyl-5-[1,2,2,2-tetrafluoro-1-(trifluoromethyl)ethyl]pyrazol-3-yl]pyrazol-4-yl]-N-methyl-benzamide ClC1=C(C(=O)N(C)C2CC2)C=C(C=C1)C=1C=NN(C1)C=1N(N=C(C1OC(F)F)C(C(F)(F)F)(C(F)(F)F)F)C